NC1=CC=C(C=C1)NC(=O)C=1C=C2C(=NNC2=CC1)C1=NC2=C(N1)C=C(C=C2)N2CCOCC2 N-(4-aminophenyl)-3-(6-morpholino-1H-benzo[d]imidazol-2-yl)-1H-indazole-5-carboxamide